ClP1OC2=C(C3=C(O1)C=CC=C3)C=CC=C2 6-chloro-dibenzo[d,f][1,3,2]-dioxaphosphepine